tert-butyl 4-((4-(3-(2,4-dioxotetrahydropyrimidin-1(2H)-yl)-1-methyl-1H-indazol-6-yl)piperidin-1-yl)methyl)piperidine-1-carboxylate O=C1N(CCC(N1)=O)C1=NN(C2=CC(=CC=C12)C1CCN(CC1)CC1CCN(CC1)C(=O)OC(C)(C)C)C